methyl (7S)-2-benzyl-3-[(1R,3R)-3-ethoxycarbonylcyclohexyl]-7-methyl-8,9-dihydro-7H-imidazo[4,5-f]quinoline-6-carboxylate C(C1=CC=CC=C1)C=1N(C=2C(=C3CC[C@@H](N(C3=CC2)C(=O)OC)C)N1)[C@H]1C[C@@H](CCC1)C(=O)OCC